CCC(C(=O)O)(C)N=NC(C(=O)O)(C)C methyl-azobisisobutyric acid